6-(Cyclopropanecarboxamido)-4-((5-(2-methoxyethyl)-1-methyl-4-oxo-4,5-dihydro-1H-pyrrolo[3,2-c]pyridin-3-yl)amino)-N-(methyl-d3)nicotinamide C1(CC1)C(=O)NC1=NC=C(C(=O)NC([2H])([2H])[2H])C(=C1)NC1=CN(C2=C1C(N(C=C2)CCOC)=O)C